ClC=1C(=C2C=NNC2=C(C1F)C(C)SC)C=1N=CC=2N(C1)C=C(N2)NC(=O)[C@H]2[C@H](C2)F (1S,2S)-N-(6-(5-chloro-6-fluoro-7-(1-(methylthio)ethyl)-1H-indazol-4-yl)imidazo[1,2-a]pyrazin-2-yl)-2-fluorocyclopropane-1-carboxamide